OC=1C=CC2=C(C=C(O2)C=2N=C3N(C=CC(=C3)C#N)C2NC)C1 2-(5-hydroxy-1-benzofuran-2-yl)-3-(methylamino)imidazo[1,2-a]pyridine-7-carbonitrile